tris(bisbenzylideneacetone) dipalladium [Pd].[Pd].C(C1=CC=CC=C1)=CC(=O)C=CC1=CC=CC=C1.C(C1=CC=CC=C1)=CC(=O)C=CC1=CC=CC=C1.C(C1=CC=CC=C1)=CC(=O)C=CC1=CC=CC=C1